(2-(4-methoxyphenyl)-5-(2-nitrophenyl)oxazol-4-yl)methanone 15-hydroxypentadecyl-nitrate OCCCCCCCCCCCCCCCO[N+](=O)[O-].COC1=CC=C(C=C1)C=1OC(=C(N1)C=O)C1=C(C=CC=C1)[N+](=O)[O-]